C(C)N(C(=O)N(CCCCC)CCCCC)C1=CC=CC=C1 N-ethylphenyl-N',N'-dipentylurea